2-difluoromethyl-imidazolebenzoyltrifluoroacetone FC(C1(N=CC=N1)C1=CC=CC=C1C(=O)CC(=O)C(F)(F)F)F